di-sodium di-aminostilbenedisulfonate NC(=C(C1=C(C(=CC=C1)S(=O)(=O)[O-])S(=O)(=O)[O-])N)C1=CC=CC=C1.[Na+].[Na+]